CC=1N=C2C=NC=NC2=NC1C 6,7-dimethylpteridine